N1-((R)-3-amino-2-hydroxypropyl)-4-(cis-4-amino-3-fluoropiperidin-1-yl)-3-(2H-tetrazol-5-yl)benzene-1,2-disulfonamide NC[C@H](CNS(=O)(=O)C=1C(=C(C(=CC1)N1C[C@H]([C@H](CC1)N)F)C=1N=NNN1)S(=O)(=O)N)O